NC1=NC2=C(N1C13CN(CC(CC1)C3)CCOC3=C(C=NN3C)C3=NC(=CC=C3)C)C=CC=C2 2-(5-{2-[1-(2-amino-1,3-benzodiazol-1-yl)-3-azabicyclo[3.2.1]octan-3-yl]ethoxy}-1-methylpyrazol-4-yl)-6-methylpyridine